COC1=CC=C2C(=N1)C1=C(C(=NC=C1)C1=C3C=CC=NC3=CC=C1)N2 2-methoxy-6-(quinolin-5-yl)-5H-pyrrolo[3,2-b:5,4-c']dipyridine